(S)-5-(4-((1-(azetidine-3-carbonyl)-3-pyrrolidinyl)amino)-6-pyrido[3,2-d]pyrimidinyl)-2-methoxynicotinonitrile N1CC(C1)C(=O)N1C[C@H](CC1)NC=1C2=C(N=CN1)C=CC(=N2)C=2C=NC(=C(C#N)C2)OC